ClC=1C(=C(NC=2C(=CN=C3C=CC(=NC23)O[C@@H]2CN(CC2)C(=O)[O-])C#N)C=CC1)F (S)-3-[[8-(3-chloro-2-fluoro-anilino)-7-cyano-1,5-naphthyridin-2-yl]oxy]pyrrolidine-1-carboxylate